COCCNC=1SC(=CN1)C(=O)N 2-[(2-methoxyethyl)amino]-1,3-thiazole-5-carboxamide